C(C)C1=CC(=C(COCC(CCCCN2C[C@@H]([C@H]([C@@H]([C@H](C2)O)O)O)O)F)C=C1)C (3S,4R,5R,6S)-1-{6-[(4-ethyl-2-methylbenzyl)oxy]-5-fluorohexyl}-3,4,5,6-azepanetetrol